(2RS)-methoxy{[1-(2-fluorophenyl)-5-(6-fluoropyridin-3-yl)-1H-pyrazol-3-yl]oxy}acetic acid methyl ester COC([C@@H](OC1=NN(C(=C1)C=1C=NC(=CC1)F)C1=C(C=CC=C1)F)OC)=O |r|